N-(1-(tert-butyl)-3-((1S,3R)-3-((tert-butyldimethylsilyl)oxy)cyclopentyl)-1H-pyrazol-5-yl)-2-((5-methyl-5-nitrohexan-2-yl)oxy)pyridin-4-amine C(C)(C)(C)N1N=C(C=C1NC1=CC(=NC=C1)OC(C)CCC(C)([N+](=O)[O-])C)[C@@H]1C[C@@H](CC1)O[Si](C)(C)C(C)(C)C